O=S1S[C@@H](CC1)CCCCC(=O)O 5-((3R)-1-oxo-1,2-dithiolan-3-yl)pentanoic acid